FCC=1C=C(C[C@H](N)C(=O)O)C=CC1CF 3,4-difluoromethyl-phenylalanine